5,7-dimethoxy-phthalazine COC1=C2C=NN=CC2=CC(=C1)OC